N-((S)-1-(((S)-1,1-diphenylpropan-2-yl)amino)-1-oxopropan-2-yl)-3-hydroxy-4-methoxypicolinamide C1(=CC=CC=C1)C([C@H](C)NC([C@H](C)NC(C1=NC=CC(=C1O)OC)=O)=O)C1=CC=CC=C1